(S)-1-(4-fluorophenyl)-2-(methylsulfonyl)-1,2,3,4-tetrahydroisoquinoline FC1=CC=C(C=C1)[C@@H]1N(CCC2=CC=CC=C12)S(=O)(=O)C